ClC1=C(C=C2C(=N1)C(=NN2CC)C)C 5-chloro-1-ethyl-3,6-dimethyl-1H-pyrazolo[4,3-b]pyridine